2-((1,5-dimethyl-1H-pyrazol-3-yl)amino)-5-fluoropyrimidin CN1N=C(C=C1C)NC1=NC=C(C=N1)F